spiro[1H-pyrrolo[2,3-b]pyridine-3,6'-5,7-dihydro-cyclopenta[b]pyridine] N1=C2C(=CC=C1)CC1(C2)CNC2=NC=CC=C21